Cl.FC1=CC(=NC=C1F)CN (4,5-difluoropyridin-2-yl)methanamine hydrochloride